O[C@@H](COC=1C=C(C=2N(C1)N=CC2C#N)C=2C=NC(=CC2)N2CC1N(C(C2)C1)CC1=NC=C(N=C1)OC)C 6-((R)-2-hydroxypropoxy)-4-(6-(6-((5-methoxypyrazin-2-yl)methyl)-3,6-diazabicyclo[3.1.1]hept-3-yl)pyridin-3-yl)pyrazolo[1,5-a]pyridine-3-carbonitrile